(S)-quinuclidin-3-yl (7-(6-methoxy-5-methylpyridin-3-yl)-3,3-dimethylchroman-4-yl)carbamate COC1=C(C=C(C=N1)C1=CC=C2C(C(COC2=C1)(C)C)NC(O[C@@H]1CN2CCC1CC2)=O)C